Methoxydipropyleneglycol methacrylate C(C(=C)C)(=O)O.COCC(COC(C)CO)O